NC([C@H](C[C@H]1C(NCC1)=O)NC(=O)[C@@H]1[C@H]2C([C@H]2CN1C(CCOC(F)(F)F)=O)(C)C)=O (1R,2S,5S)-N-((S)-1-amino-1-oxo-3-((S)-2-oxopyrrolidin-3-yl)propan-2-yl)-6,6-dimethyl-3-(3-(trifluoromethoxy)propanoyl)-3-azabicyclo[3.1.0]hexane-2-carboxamide